BrC=1C=C(C(=NC1)OC=1C=CC=2N(C1)C(=C(N2)C(=O)NC2(CS(C2)(=O)=O)C)C)OCC(F)(F)F 6-((5-bromo-3-(2,2,2-trifluoroethoxy)pyridin-2-yl)oxy)-3-methyl-N-(3-methyl-1,1-dioxidothietan-3-yl)imidazo[1,2-a]pyridine-2-carboxamide